CC1=C(C(=CC=C1)C)C1=CC=C(S1)C1=CC=C(C2=NSN=C21)C=2SC(=CC2)C2=C(C=CC=C2C)C 4,7-bis[5-(2,6-dimethylphenyl)-2-thienyl]benzo[c]1,2,5-thiadiazole